4,7-dichloro-8-fluoro-N-(4-methoxybenzyl)-2-(methylthio)pyrido[4,3-d]pyrimidin-5-amine ClC=1C2=C(N=C(N1)SC)C(=C(N=C2NCC2=CC=C(C=C2)OC)Cl)F